CN1C(N(CC1)C1CC2CN(C1C2)C=2N=NC(=CN2)C(=O)N)=O 3-(6-(3-methyl-2-oxoimidazolidin-1-yl)-2-azabicyclo[2.2.1]heptan-2-yl)-1,2,4-triazine-6-carboxamide